2-hydroxy-1H-phenalen-1-one OC=1C(C=2C=CC=C3C=CC=C(C1)C23)=O